ClC1=CN=C(C(=N1)N)C 6-chloro-3-methylpyrazin-2-amine